CSCCCCC(=O)O 5-(methylsulfanyl)valeric acid